BrC1=CN(C=2N=CC=C(C21)NCC2=NC(=CC=C2)N2CC(NCC2)C(F)(F)F)COCC[Si](C)(C)C 3-bromo-N-((6-(3-(trifluoromethyl)piperazin-1-yl)pyridin-2-yl)methyl)-1-((2-(trimethylsilyl)ethoxy)methyl)-1H-pyrrolo[2,3-b]pyridin-4-amine